L-aspartic acid hydrochloride Cl.N[C@@H](CC(=O)O)C(=O)O